3-{6-[2-(5-chloro-2-oxospiro[indoline-3,4'-piperidin]-1'-yl)ethoxy]-1-methyl-1H-indazol-3-yl}-2,6-piperidinedione ClC=1C=C2C(=CC1)NC(C21CCN(CC1)CCOC1=CC=C2C(=NN(C2=C1)C)C1C(NC(CC1)=O)=O)=O